4-oxo-4-(((2S,3S,4R)-1,3,4-trihydroxyoctadecan-2-yl)amino)butanoic acid O=C(CCC(=O)O)N[C@@H](CO)[C@@H]([C@@H](CCCCCCCCCCCCCC)O)O